(2S,5R)-5-(2-chlorophenyl)-1-(4-(phenoxymethyl)benzoyl)pyrrolidine-2-carboxylic acid ClC1=C(C=CC=C1)[C@H]1CC[C@H](N1C(C1=CC=C(C=C1)COC1=CC=CC=C1)=O)C(=O)O